ClC1=NC(=C2N=CN(C2=N1)[C@@H]1SC[C@H]([C@H]1O)O)NC1CCC2=CC=CC=C12 (2R,3R,4S)-2-[2-chloro-6-(indan-1-ylamino)purin-9-yl]tetrahydrothiophene-3,4-diol